1-Cyclopentyl-1H-[1,2,3]triazole-4-carboxylic acid {2-[4-(5-chloro-pyridin-3-yloxy)-piperidin-1-yl]-2-oxo-ethyl}-amide ClC=1C=C(C=NC1)OC1CCN(CC1)C(CNC(=O)C=1N=NN(C1)C1CCCC1)=O